4-(8-Bromo-4-(2-(3-methylbenzylidene)hydrazinyl)quinazolin-2-yl)morpholine BrC=1C=CC=C2C(=NC(=NC12)N1CCOCC1)NN=CC1=CC(=CC=C1)C